ClC=1C=C(C=CC1F)NC1=NC=NC2=CC(=C(C=C12)OC1CCN(CC1)S(=O)(=O)C)OC 4-[(3-chloro-4-fluorophenyl)amino]-6-(1-methanesulfonyl-piperidin-4-yloxy)-7-methoxy-quinazoline